tetraethylenglycol diacrylat C(C=C)(=O)OCCOCCOCCOCCOC(C=C)=O